2-methylresorcin CC1=C(O)C=CC=C1O